1-(2-Aminoethyl)-6,7-dichloro-N-(3,4-dichlorophenyl)-9H-carbazol-3-amine NCCC1=CC(=CC=2C3=CC(=C(C=C3NC12)Cl)Cl)NC1=CC(=C(C=C1)Cl)Cl